methyl 2-((4-(4-(3-fluoro-6,7-dihydro-5H-pyrrolo[3,4-b]pyridine-6-carboxamido) phenyl) bicyclo[2.2.2]octan-1-yl) amino)-2-oxoacetate FC=1C=C2C(=NC1)CN(C2)C(=O)NC2=CC=C(C=C2)C21CCC(CC2)(CC1)NC(C(=O)OC)=O